5-(1-(3,5-BIS(TRIFLUOROMETHYL)PHENOXY)ETHYL)CYCLOHEXANE-1,3-DIONE FC(C=1C=C(OC(C)C2CC(CC(C2)=O)=O)C=C(C1)C(F)(F)F)(F)F